CC1=C(C=NC(=C1)C(F)(F)F)S(=O)(=O)Cl 4-methyl-6-(trifluoromethyl)pyridin-3-sulfonyl chloride